C(#N)COC1=C(C(=C(C=C1)C1=CN=C(N1C)C(=O)NC1=CC(=C(C=C1)C(=O)N1CCN(CC1)C(=O)[C@H]1NC[C@@](C1)(C)O)C)F)F 5-[4-(cyanomethoxy)-2,3-difluoro-phenyl]-N-[4-[4-[(2s,4s)-4-hydroxy-4-methyl-pyrrolidine-2-carbonyl]piperazine-1-carbonyl]-3-methyl-phenyl]-1-methyl-imidazole-2-carboxamide